(2S,3R,4R,5S)-3-(3,4-difluoro-2-methylphenyl)-N-(6-(hydroxymethyl)pyridin-3-yl)-4,5-dimethyl-5-(trifluoromethyl)tetrahydrofuran-2-carboxamide FC=1C(=C(C=CC1F)[C@@H]1[C@H](O[C@@]([C@@H]1C)(C(F)(F)F)C)C(=O)NC=1C=NC(=CC1)CO)C